hydroxyfumaryl chloride O/C(/C(=O)Cl)=C\C(=O)Cl